6-chloro-3-(3-chloro-2-(methylthio)phenyl)pyridazin-4-amine ClC1=CC(=C(N=N1)C1=C(C(=CC=C1)Cl)SC)N